ClC=1C(=NC2=CC(=C(C=C2C1N[C@H](C)C=1C=C(C#N)C=CC1F)C=1C=NC(=NC1)P(=O)(C)C)F)C 3-[(1R)-1-({3-chloro-6-[2-(dimethylphosphoryl)pyrimidin-5-yl]-7-fluoro-2-methylquinolin-4-yl}amino)ethyl]-4-fluorobenzonitrile